N([C@@](C(C1=C(C(=C(C(=C1[2H])[2H])[2H])[2H])[2H])([2H])[2H])(C(=O)O)[2H])([2H])[2H] L-phenylalanine-d10